ClC=1C(=NC(=C(N1)I)CCCOC)N1CCC(CC1)C#N (3-chloro-5-iodo-6-(3-methoxypropyl)pyrazin-2-yl)piperidine-4-carbonitrile